(S)-N-[(R)-(3-chloro-2-fluoro-6-hydroxy-4-methylphenyl)([1-[(2R)-2,3-dihydroxypropanoyl]piperidin-4-yl])methyl]-2-methylpropane-2-sulfinamide ClC=1C(=C(C(=CC1C)O)[C@H](N[S@@](=O)C(C)(C)C)C1CCN(CC1)C([C@@H](CO)O)=O)F